ethyl (S)-2-(2-fluoro-6-methyl-4-((R)-3-(trifluoromethyl)morpholino) benzamido)-3-(6-(1-methyl-2,4-dioxo-1,4-dihydropyrido[3,4-d]pyrimidin-3(2H)-yl)pyridin-3-yl)propanoate FC1=C(C(=O)N[C@H](C(=O)OCC)CC=2C=NC(=CC2)N2C(N(C3=C(C2=O)C=CN=C3)C)=O)C(=CC(=C1)N1[C@H](COCC1)C(F)(F)F)C